2-Amino-4-(3-(4-(dimethylamino)piperidin-1-yl)-5-fluoro-7,9-dihydrofuro[3,4-f]quinazolin-6-yl)-7-fluorothieno[3,2-c]pyridine-3-carbonitrile NC1=C(C=2C(=NC=C(C2S1)F)C=1C2=C(C=3C=NC(=NC3C1F)N1CCC(CC1)N(C)C)COC2)C#N